3-[5-({[4-(aminomethyl)phenyl]methyl}(methyl)amino)-4-cyano-3-[1-(dimethylsulfamoyl)-4-oxopyrrolidin-3-yl]-1H-pyrazole-1-carbonyl]benzoic acid NCC1=CC=C(C=C1)CN(C1=C(C(=NN1C(=O)C=1C=C(C(=O)O)C=CC1)C1CN(CC1=O)S(N(C)C)(=O)=O)C#N)C